O1-tert-butyl O2-methyl (2S,4R)-4-acetoxy-5-oxo-pyrrolidine-1,2-dicarboxylate C(C)(=O)O[C@@H]1C[C@H](N(C1=O)C(=O)OC(C)(C)C)C(=O)OC